FC=1C=C2C3=C(NC2=C(C1)NC)N=C(N=C3O)C(=O)NC=3C=NC(=NC3)C 6-fluoro-4-hydroxy-8-(methylamino)-N-(2-methylpyrimidin-5-yl)-9H-pyrimido[4,5-b]indole-2-amide